5-(4-((5-chloro-3-methyl-2,4-dioxo-1,2,3,4-tetrahydroquinazolin-7-yl)methyl)piperazin-1-yl)-N-ethyl-6-methylpyridineamide ClC1=C2C(N(C(NC2=CC(=C1)CN1CCN(CC1)C=1C=CC(=NC1C)C(=O)NCC)=O)C)=O